ClC=1C=NN(C1CC1N(C(C2=CC=CC=C12)=O)C\C=C\C=1N=NNC1Cl)C (E)-3-((4-chloro-1-methyl-1H-pyrazol-5-yl)methyl)-2-(3-(5-chloro-1H-1,2,3-triazol-4-yl)allyl)isoindolin-1-one